O1C(=NN=C1)C1CCC(CC1)N (1r,4r)-4-(1,3,4-Oxadiazol-2-yl)cyclohexan-1-amine